OC=1C2=C(NC(C1C(=O)O)=O)C1=NC(=C(C=C1OCC2C(C)C)OCCCOC)CCOC 8-hydroxy-7-isopropyl-2-(2-methoxyethyl)-3-(3-methoxypropoxy)-10-oxo-6,7,10,11-tetrahydrooxepino[3,2-b:4,5-b']dipyridine-9-carboxylic acid